2-(4-methylpiperazin-1-yl)pyridin-4-amine CN1CCN(CC1)C1=NC=CC(=C1)N